FC1=C(C(=CC=C1C#CC1CN(CCC1)S(=O)(=O)C)O)N1CC(NS1(=O)=O)=O 5-(2-fluoro-6-hydroxy-3-((1-(methylsulfonyl)piperidin-3-yl)ethynyl)phenyl)-1,2,5-thiadiazolidin-3-one 1,1-dioxide